FC(C)(F)C1=NC=C(C=C1C=C)C1=CC(=C(C=C1)F)C(F)F 2-(1,1-difluoroethyl)-5-(3-(difluoromethyl)-4-fluorophenyl)-3-vinylpyridine